N1N=NN=C1CCNC(=O)C1=C(C=2NC=3C=C(C=CC3C2N=C1)C#N)NC(C)C N-(2-(1H-tetrazol-5-yl)ethyl)-7-cyano-4-(isopropylamino)-5H-pyrido[3,2-b]indole-3-carboxamide